(R)-3,3'-di-9-phenanthryl-1,1'-binaphthol phosphate P(=O)(O)(O)OC=1C(=C2C=CC=CC2=CC1C=1C2=CC=CC=C2C=2C=CC=CC2C1)C1=CC(=CC2=CC=CC=C12)C=1C2=CC=CC=C2C=2C=CC=CC2C1